3-cyclopropyl-5-[(2-fluoro-2-methyl-propyl)sulfamoyl]-7,8-dihydro-6H-cyclopenta[g]isoquinoline-7-carboxylic acid hydrochloride Cl.C1(CC1)C=1N=CC2=CC3=C(C(=C2C1)S(NCC(C)(C)F)(=O)=O)CC(C3)C(=O)O